[Pt].C1(C(CCCC1)N)N 1,2-cyclohexanediamin platinum